(2R,3R,4R,5S)-2-(hydroxymethyl)-lG-7-(4-methoxyphenyl)hept-6-yn OC[C@H](C)CCCC#CC1=CC=C(C=C1)OC